ClC1=CC=C2C(=NC=3N(C2=C1)C=NN3)N(C=3C=C(C=CC3)C#CC(O)(C3CC3)C3CC3)C [3-[(8-chloro-[1,2,4]triazolo[4,3-a]quinazolin-5-yl)-methyl-amino]phenyl]-1,1-dicyclopropyl-prop-2-yn-1-ol